3-(2-methoxymethoxy-5-propyl-phenyl)-3-phenyl-acrylic acid methyl ester COC(C=C(C1=CC=CC=C1)C1=C(C=CC(=C1)CCC)OCOC)=O